N-(4-(1-isopropyl-4-(trifluoromethyl)-1H-imidazol-2-yl)benzyl)-2-(4-(tetrahydrofuran-3-yl)pyrimidin-5-yl)imidazo[2,1-f][1,2,4]triazin-4-amine C(C)(C)N1C(=NC(=C1)C(F)(F)F)C1=CC=C(CNC2=NC(=NN3C2=NC=C3)C=3C(=NC=NC3)C3COCC3)C=C1